3-(6-methoxyquinolin-2-yl)-2-phenyl-4H-chromen-4-one COC=1C=C2C=CC(=NC2=CC1)C1=C(OC2=CC=CC=C2C1=O)C1=CC=CC=C1